N-thiazol-2-yl-acetamide trifluoroacetate salt FC(C(=O)O)(F)F.S1C(=NC=C1)NC(C)=O